2,4-dichloro-5-fluorobenzoylacetic acid methyl ester sodium salt [Na].COC(CC(C1=C(C=C(C(=C1)F)Cl)Cl)=O)=O